4,4'-(1,3-phenylenebis(methylene))diphenol C1(=CC(=CC=C1)CC1=CC=C(C=C1)O)CC1=CC=C(C=C1)O